(R)-7-((3,5-difluoro-4-((1-methyl-1H-pyrazol-4-yl)oxy)benzyl)oxy)-3,4,11,11a-tetrahydropyrimido[6',1':2,3]imidazo[5,1-c][1,4]oxazin-9(1H)-one FC=1C=C(COC2=NC(N3C(N4[C@@H](COCC4)C3)=C2)=O)C=C(C1OC=1C=NN(C1)C)F